ClC=1C=CC2=C(C=3C(C(NC4(CC4)C2)=O)=CN(C(C3)=O)[C@H](CC3CC3)C=3NC(=CN3)C3=CC=C(C=C3)F)C1F |o1:20| (R*)-11-chloro-3-(2-cyclopropyl-1-(5-(4-fluorophenyl)-1H-imidazol-2-yl)ethyl)-12-fluoro-3H-spiro[benzo[e]pyrido[3,4-c]azocine-7,1'-cyclopropane]-2,5(6H,8H)-dione